chlorobenzo[d]thiazol ClC=1SC2=C(N1)C=CC=C2